tert-butyl (1-(3-iodo-4-methoxyphenyl)-3-methylbutan-2-yl)carbamate IC=1C=C(C=CC1OC)CC(C(C)C)NC(OC(C)(C)C)=O